C(#N)C1=CC=C(C=C1)N1C(N(C2=NC=CC=C21)[C@@H]2CN(CC2)CC=2N(C(=CN2)C(=O)OC(C)(C)C)C)=O tert-Butyl (S)-2-((3-(1-(4-cyanophenyl)-2-oxo-1,2-dihydro-3H-imidazo[4,5-b]pyridin-3-yl)pyrrolidin-1-yl)methyl)-1-methyl-1H-imidazole-5-carboxylate